3-((3-hydroxy-2-(2-oxopyrrolidin-1-yl)pyridin-4-yl)amino)-4-((2,6,6-trimethyl-4,5,6,7-tetrahydrobenzofuran-7-yl)amino)cyclobut-3-ene-1,2-dione OC=1C(=NC=CC1NC=1C(C(C1NC1C(CCC=2C=C(OC21)C)(C)C)=O)=O)N2C(CCC2)=O